Ethyl 1-bromo-3-chloro-7,8-dihydro-6H-9-oxa-2-thia-4-azabenzo[cd]azulene-5-carboxylate BrC=1SC2=C3C(CCCOC13)=C(N=C2Cl)C(=O)OCC